benzyl 2-((3-aminobicyclo[1.1.1]pentan-1-yl)amino)-4-methoxynicotinate NC12CC(C1)(C2)NC2=C(C(=O)OCC1=CC=CC=C1)C(=CC=N2)OC